4-methylpentane-2-one oxime CC(CC(C)=NO)C